(2-((2R,5S)-2-(4-acetamidophenyl)-5-methylpiperidin-1-yl)-2-oxoacetamido)nicotinamide C(C)(=O)NC1=CC=C(C=C1)[C@@H]1N(C[C@H](CC1)C)C(C(=O)NC1=C(C(=O)N)C=CC=N1)=O